ClC1=NC(=CC=C1N1CN(C2=CC(=CC=C2C1=O)C(F)(F)F)C1=C(C=C(C=C1)F)C)OC 3-(2-chloro-6-methoxypyridin-3-yl)-1-(4-fluoro-2-methylphenyl)-7-(trifluoromethyl)-2,3-dihydroquinazolin-4(1H)-one